methyl 6-[(1S,4S,5R)-5-[[3-(2,6-dichlorophenyl)-5-(1-fluorocyclopropyl)-1,2-oxazol-4-yl]methoxy]-2-azabicyclo[2.2.1]heptan-2-yl]pyridine-3-carboxylate ClC1=C(C(=CC=C1)Cl)C1=NOC(=C1CO[C@H]1[C@@H]2CN([C@H](C1)C2)C2=CC=C(C=N2)C(=O)OC)C2(CC2)F